1-[4-bromo-2-(2-pyridyl)pyrazol-3-yl]-N-(cyclopropylmethyl)ethanamine BrC1=C(N(N=C1)C1=NC=CC=C1)C(C)NCC1CC1